Cl.F[C@@H]1CN(CC1)C=1N=CC(=NC1)C=1C=C2N(N1)C(N(C2)C=2C=NC=CC2)=O (S)-2-(5-(3-fluoropyrrolidin-1-yl)pyrazin-2-yl)-5-(pyridin-3-yl)-4,5-dihydro-6H-imidazo[1,5-b]pyrazol-6-one hydrochloride